ONC(C1=CC(=CC=C1)NC=1OC=2C(=NC=CC2)N1)=O N-hydroxy-3-(oxazolo[4,5-b]pyridin-2-ylamino)benzamide